ClC=1C=C(C=CC1)[C@@H](CC)N=C=O (R)-1-(3-chlorophenyl)propyl isocyanate